ClC=1C=C(NC2(CCC3([C@@H](CC4=CC=CC=C34)CCCOC3=C4C(=NC=C3)C=CS4)CC2)C(=O)O)C=CC1 (1r,2'R,4R)-4-(3-chloroanilino)-2'-{3-[(thieno[3,2-b]pyridin-7-yl)oxy]propyl}-2',3'-dihydrospiro[cyclohexane-1,1'-indene]-4-carboxylic acid